tin hydroxymethanesulfonate OCS(=O)(=O)[O-].[Sn+4].OCS(=O)(=O)[O-].OCS(=O)(=O)[O-].OCS(=O)(=O)[O-]